2,4-diethyl-2,4-diisopentylcyclobutane-1,3-diol C(C)C1(C(C(C1O)(CCC(C)C)CC)O)CCC(C)C